C(#N)C=1C=NC(=NC1)[C@@H](C)NC(C(C=1C(NC2=CC=C(C(=C2C1C)C(F)(F)F)F)=O)(F)F)=O N-[(1R)-1-(5-cyanopyrimidin-2-yl)ethyl]-2,2-difluoro-2-[6-fluoro-4-methyl-2-oxo-5-(trifluoromethyl)-1H-quinolin-3-yl]acetamide